N-(Benzhydrylideneamino)-3-methoxy-2-methyl-aniline C(C1=CC=CC=C1)(C1=CC=CC=C1)=NNC1=C(C(=CC=C1)OC)C